3-iodo-pyrrolo[2,3-b]pyridine IC1=CNC2=NC=CC=C21